N-(4-(4-(dimethylamino)piperidin-1-yl)phenyl)-4-(3-phenylisoxazolidin-2-yl)-5-(trifluoromethyl)pyrimidin-2-amine CN(C1CCN(CC1)C1=CC=C(C=C1)NC1=NC=C(C(=N1)N1OCCC1C1=CC=CC=C1)C(F)(F)F)C